C12CN(CC(CC1)N2)C(=O)C2=C(C=C(C=C2)F)C(F)(F)F 3,8-Diazabicyclo[3.2.1]octane-3-yl-[4-fluoro-2-(trifluoromethyl)phenyl]methanone